(S)-2-((R)-2-((((9H-fluoren-9-yl)methoxy)carbonyl)amino)-3-(phenylthio)propyl)pyrrolidine C1=CC=CC=2C3=CC=CC=C3C(C12)COC(=O)N[C@H](C[C@H]1NCCC1)CSC1=CC=CC=C1